2-(2-(2-Methyl-5-nitro-1H-imidazol-1-yl)ethoxy)ethane-1-ol CC=1N(C(=CN1)[N+](=O)[O-])CCOCCO